5-cyclopropyl-6-(2-(Ethoxymethoxy)-4-ethynylphenyl)pyridazin-3-amine C1(CC1)C=1C=C(N=NC1C1=C(C=C(C=C1)C#C)OCOCC)N